OC1(C(C2=CC=CC=C2CC1)=O)C 2-hydroxy-2-methyl-3,4-dihydronaphthalen-1(2H)-one